FC1=CC(=C2C=C(N(C2=C1)CCNC1=NC=NC(=C1)C1=CC=C(C=C1)C1=NN(C=C1)C)C)OC [2-(6-Fluoro-4-methoxy-2-methyl-indol-1-yl)-ethyl]-{6-[4-(1-methyl-1H-pyrazol-3-yl)-phenyl]-pyrimidin-4-yl}-amin